FC=1\C(\NC=C(C1)[N+](=O)[O-])=N/N (E)-3-fluoro-2-hydrazineylidene-5-nitro-1,2-dihydropyridine